pyrazolo[1,5-a]Pyrimidine-3-carboxylate N1=CC(=C2N1C=CC=N2)C(=O)[O-]